ClC1=CC=C(C=C1)C(C(C=C)C)O 4-(4-chlorophenyl)-3-methylbut-1-en-4-ol